2-Amino-7-fluoro-4-(5-fluoro-3-((1S,4S)-5-methyl-2,5-diazabicyclo[2.2.1]heptan-2-yl)-7,9-dihydrofuro[3,4-f]quinazolin-6-yl)thieno[3,2-c]pyridine-3-carbonitrile NC1=C(C=2C(=NC=C(C2S1)F)C=1C2=C(C=3C=NC(=NC3C1F)N1[C@@H]3CN([C@H](C1)C3)C)COC2)C#N